OC=1C=C(C=C(C1)OC)[C@@H](C)NC(=O)C=1C=C(C=CC1C)N1C[C@H]2CC[C@@H](C1)N2C(=O)OC(C)(C)C tert-Butyl (1R,5S)-3-[3-[[(1R)-1-(3-hydroxy-5-methoxy-phenyl)ethyl]carbamoyl]-4-methyl-phenyl]-3,8-diazabicyclo[3.2.1]octane-8-carboxylate